CC(CCCCCCCCCCCC)CCCC 13-methylheptadecane